C(CCCCC)C(C(=O)Cl)CCCCCCCC 2-hexyldecanoyl chloride